C(C=C)(=O)OCCCCCCCCCCCCCO hydroxytridecyl acrylate